C(C)(C)(C)OC(=O)N1[C@@H](COCC1)C=1C=C(C=C2CCN(CC12)C(=O)N1CCC(CC1)OC)Cl (R)-3-(6-chloro-2-(4-methoxypiperidine-1-carbonyl)-1,2,3,4-tetrahydroisoquinolin-8-yl)morpholine-4-carboxylic acid tert-butyl ester